FC1=C2C3=C(NC2=C(C=C1F)NC)N=CC(=C3)C=3C=NC(=NC3)OC 5,6-difluoro-3-(2-methoxypyrimidin-5-yl)-N-methyl-9H-pyrido[2,3-b]indol-8-amine